C(C(=C)C)(=O)OCC=1C2=CC=CC=C2C=C2C=CC=CC12 9-anthracenylmethyl Methacrylate